2-(difluoromethylsulfinyl)-5-(3,5-difluorophenyl)-6,7-dihydro-5H-pyrrolo[1,2-b][1,2,4]triazole FC(S(=O)C=1N=C2N(N1)C(CC2)C2=CC(=CC(=C2)F)F)F